[OH-].[OH-].[C@H]1(CC[C@H](CC1)[N+]1(CCCCC1)C)[N+]1(CCCCC1)C trans-1,1'-(1,4-cyclohexandiyl)bis(1-methylpiperidinium) dihydroxide